C1=CC(=C(C=C1C2=C(C(=O)C3=C(C=C(C=C3O2)O)O)O[C@H]4[C@@H]([C@H]([C@@H]([C@H](O4)CO)O)O)O)O)O The molecule is a quercetin O-glucoside that is quercetin with a beta-D-glucosyl residue attached at position 3. Isolated from Lepisorus contortus, it exhibits antineoplastic activityand has been found to decrease the rate of polymerization and sickling of red blood cells It has a role as an antineoplastic agent, a plant metabolite, a bone density conservation agent, an osteogenesis regulator, an antioxidant, a histamine antagonist and an antipruritic drug. It is a quercetin O-glucoside, a tetrahydroxyflavone, a beta-D-glucoside and a monosaccharide derivative. It derives from a beta-D-glucose. It is a conjugate acid of a quercetin 3-O-beta-D-glucopyranoside(1-).